ClC1=CC=2OC[C@H]3N(C2N=C1)CCN(C3)C(CCOCCC)=O (S)-1-(3-((S)-3-chloro-6a,7,9,10-tetrahydropyrazino[1,2-d]pyrido[3,2-b][1,4]oxazin-8(6H)-yl)-3-oxopropoxy)propan